CCCCCC1CCCCC1=O pentylcyclohexanone